methyl 4'-oxo-3-(5-((2-(trimethylsilyl)ethoxy)methyl)pyrazolo[4,3-b]pyrrolo[3,2-e]pyridin-1(5H)-yl)-2',3',4',5'-tetrahydro-[1,1'-biphenyl]-4-carboxylate O=C1CCC(=CC1)C1=CC(=C(C=C1)C(=O)OC)N1N=CC2=NC3=C(C=C21)C=CN3COCC[Si](C)(C)C